(R)-2-amino-1-(4-(4-((3-(3-(difluoromethyl)-1-(2-fluoroethyl)-1H-pyrazol-4-yl)imidazo[1,2-a]pyrazin-8-yl)amino)-2-ethylbenzoyl)piperazin-1-yl)propan-1-one N[C@@H](C(=O)N1CCN(CC1)C(C1=C(C=C(C=C1)NC=1C=2N(C=CN1)C(=CN2)C=2C(=NN(C2)CCF)C(F)F)CC)=O)C